N-benzyl-triethyl-ammonium hydroxide [OH-].C(C1=CC=CC=C1)[N+](CC)(CC)CC